2-fluoro-N-(3-fluorocyclobutyl)benzamide FC1=C(C(=O)NC2CC(C2)F)C=CC=C1